trans-1-(6-(2-((4-aminocyclohexyl)amino)-5-fluoropyrimidin-4-yl)pyridin-2-yl)piperidin-2-one N[C@@H]1CC[C@H](CC1)NC1=NC=C(C(=N1)C1=CC=CC(=N1)N1C(CCCC1)=O)F